europium nitrate salt [N+](=O)([O-])[O-].[Eu+3].[N+](=O)([O-])[O-].[N+](=O)([O-])[O-]